C(C)(C)N(S(=O)(=O)C1=CC=C(C=C1)S(=O)(=O)N1C[C@@H](CCC1)C(=O)OCC)C(C)C Ethyl (R)-1-((4-(N,N-diisopropylsulfamoyl)phenyl)sulfonyl)piperidine-3-carboxylate